7-bromo-3-(6-methoxypyridin-3-yl)-2,3-dihydro-[1,4]dioxino[2,3-b]pyridine BrC=1C=C2C(=NC1)OC(CO2)C=2C=NC(=CC2)OC